1,3,5-Tris(dimethylaminopropyl)hexahydrotriazin CN(C)CCCN1NN(CC(C1)CCCN(C)C)CCCN(C)C